7-(4-bromo-3-chloro-benzoyl)-N-[(2,4-dimethoxyphenyl)methyl]-2-(4-methoxyphenyl)-3-oxo-6,8-dihydro-5H-imidazo[1,5-a]pyrazine-1-carboxamide BrC1=C(C=C(C(=O)N2CC=3N(CC2)C(N(C3C(=O)NCC3=C(C=C(C=C3)OC)OC)C3=CC=C(C=C3)OC)=O)C=C1)Cl